(E)-N-(3-cyano-7-ethoxy-2-ethyl-4-((1-methyl-1H-indazol-5-yl)amino)quinolin-6-yl)-4-(4-methylpiperazin-1-yl)but-2-enamide C(#N)C=1C(=NC2=CC(=C(C=C2C1NC=1C=C2C=NN(C2=CC1)C)NC(\C=C\CN1CCN(CC1)C)=O)OCC)CC